FC(C1=C(C=CC=C1)C1NCCCC1)(F)F 2-(2-(trifluoromethyl)phenyl)piperidin